Cl.C[C@H]1NC[C@H]1O (2r,3r)-2-methylazetidin-3-ol hydrochloride